2-((2R,5S)-2-(3-chlorophenyl)-5-methylpiperidin-1-yl)-N-(5-methylpyridin-3-yl)-2-oxoacetamide ClC=1C=C(C=CC1)[C@@H]1N(C[C@H](CC1)C)C(C(=O)NC=1C=NC=C(C1)C)=O